8-(4-fluorophenyl)-2-methyl-2H,8H-pyrazolo[3,4-b]indole-5-carboxylic acid FC1=CC=C(C=C1)N1C=2C(C3=CC(=CC=C13)C(=O)O)=CN(N2)C